COC1=C(C=CC=C1)NC(C(=O)N[C@H](C(=O)N[C@@H](CCC(=O)O)C(COC1=C(C(=CC(=C1F)F)F)F)=O)C)=O (S)-4-((S)-2-(2-((2-methyloxyphenyl)amino)-2-oxoacetamido)propanamido)-5-oxo-6-(2,3,5,6-tetrafluorophenoxy)hexanoic acid